5-bromo-3-fluoro-N-methoxy-N,2-dimethylbenzamide BrC=1C=C(C(=C(C(=O)N(C)OC)C1)C)F